C(C1=CC=CC=C1)N1CCC(CC1)(C(=O)OCC)N1N=CC=C1C ethyl 1-benzyl-4-(5-methyl-1H-pyrazol-1-yl)piperidine-4-carboxylate